1-(tert-butyl) 2-methyl (2R,4S)-4-(benzyloxy)pyrrolidine-1,2-dicarboxylate C(C1=CC=CC=C1)O[C@H]1C[C@@H](N(C1)C(=O)OC(C)(C)C)C(=O)OC